O1COC2=C1C=CC(=C2)C([C@@H](C)N(C(OC(C)(C)C)=O)C)=O tert-butyl (R)-(1-(benzo[d][1,3]dioxol-5-yl)-1-oxopropan-2-yl)(methyl)carbamate